NC=1C(=NC(=C(N1)F)Br)C1=CC=C2C=NC(=NC2=C1)C 7-(3-amino-6-bromo-5-fluoropyrazin-2-yl)-2-methylquinazolin